3-fluoro-6-(1-methylpyrazol-4-yl)-4-(4-piperidinyl)pyrazolo[1,5-a]pyrazine FC=1C=NN2C1C(=NC(=C2)C=2C=NN(C2)C)C2CCNCC2